isocyanatopropyl-ethyltriethoxysilane N(=C=O)CCCC(C)O[Si](OCC)(OCC)CC